2,3,4-trimethoxy-6-methylbenzonitrile COC1=C(C#N)C(=CC(=C1OC)OC)C